Cl.FC(C=1C=C(CN2N=CC(=C2)CN)C=CC1)(F)F (1-(3-(trifluoromethyl)benzyl)-1H-pyrazol-4-yl)methylamine hydrochloride